The molecule is pyrrolidine in which the pro-S hydrogen at position 2 is substituted by a carboxylic acid group. L-Proline is the only one of the twenty DNA-encoded amino acids which has a secondary amino group alpha to the carboxyl group. It is an essential component of collagen and is important for proper functioning of joints and tendons. It also helps maintain and strengthen heart muscles. It has a role as a micronutrient, a nutraceutical, an algal metabolite, a Saccharomyces cerevisiae metabolite, an Escherichia coli metabolite, a mouse metabolite and a member of compatible osmolytes. It is a glutamine family amino acid, a proteinogenic amino acid, a proline and a L-alpha-amino acid. It is a conjugate base of a L-prolinium. It is a conjugate acid of a L-prolinate. It is an enantiomer of a D-proline. It is a tautomer of a L-proline zwitterion. C1C[C@H](NC1)C(=O)O